N1(N=CC=C1)CC(=O)N 1H-pyrazol-1-acetamide